methylspiro[cyclohexane-1,3'-indoline] CN1CC2(C3=CC=CC=C13)CCCCC2